6-(4-methoxypyrrolo[2,1-f][1,2,4]triazin-5-yl)-2-methyl-1-((2-methyl-1,3-thiazol-4-yl)methyl)-1H-imidazo[4,5-b]pyridine COC1=NC=NN2C1=C(C=C2)C=2C=C1C(=NC2)N=C(N1CC=1N=C(SC1)C)C